C(CCCCCCCC)(=O)OCCCCCCCCCCCCCCCC n-hexadecyl nonanate